1-((5,6-bis(benzyloxy)pyrimidin-4-yl)methyl)-4-(4-((4-(((1,1-dioxotetrahydrothiophen-3-yl)amino)methyl)phenyl)ethynyl)phenyl)-3-isopropylimidazolidin-2-one C(C1=CC=CC=C1)OC=1C(=NC=NC1OCC1=CC=CC=C1)CN1C(N(C(C1)C1=CC=C(C=C1)C#CC1=CC=C(C=C1)CNC1CS(CC1)(=O)=O)C(C)C)=O